FC1=CC(=C(OC=2C(=CC(N(C2)C2CN(C2)C)=O)C=2C3=C(C(N(C2)C)=O)NC=C3)C(=C1)C)C 4-(5-(4-fluoro-2,6-dimethylphenoxy)-1-(1-methylazetidin-3-yl)-2-oxo-1,2-dihydropyridin-4-yl)-6-methyl-1,6-dihydro-7H-pyrrolo[2,3-c]pyridin-7-one